1-(3-(5-(pyridin-4-yl)-2H-indazol-2-yl)piperidin-1-yl)prop-2-en-1-one N1=CC=C(C=C1)C1=CC2=CN(N=C2C=C1)C1CN(CCC1)C(C=C)=O